[SiH3]N([SiH3])[SiH2]N([SiH3])[SiH3] N,N'-disilyl-trisilazane